1-(4,5-dimethoxy-2-nitrophenyl)-1,2-diaminoethaneN COC1=CC(=C(C=C1OC)C(=CN)N)[N+](=O)[O-]